N-(2-bromo-5-fluorophenyl)thiobenzamide BrC1=C(C=C(C=C1)F)NC(C1=CC=CC=C1)=S